C(N)(O[C@@H](CC1=CC=CC=C1)[C@@H](C(N(S(=O)(=O)C1=CC=C(C=C1)OC)CC(C)C)C)O)=O methyl-((2S,3R)-3-hydroxy-4-(N-isobutyl-4-methoxybenzenesulfonamido)-1-phenylbutan-2-yl) carbamate